3-((4,4-bis(octyloxy)butanoyl)oxy)-2-((palmitoyloxy)methyl)propyl-1-methylpyrrolidine-3-carboxylate C(CCCCCCC)OC(CCC(=O)OCC(COC(=O)C1CN(CC1)C)COC(CCCCCCCCCCCCCCC)=O)OCCCCCCCC